[Si](C1=CC=CC=C1)(C1=CC=CC=C1)(C(C)(C)C)OC[C@@H]1C[C@@H](OC1)C(CC(=O)OC)=O (cis)-Methyl 3-(4-(((tert-butyldiphenylsilyl)oxy)methyl)-tetrahydrofuran-2-yl)-3-oxopropanoate